C(CCC)[Si](I)(C)C butyldimethyliodosilane